2-(diphenylphosphinomethyl)-4-methylphenol C1(=CC=CC=C1)P(C1=CC=CC=C1)CC1=C(C=CC(=C1)C)O